3,3'-dichlorobenzidine hydrochloride Cl.ClC=1C=C(C=CC1N)C1=CC(=C(N)C=C1)Cl